3-methylsulfanyl-5,6-diphenyl-1,2,4-triazine CSC=1N=NC(=C(N1)C1=CC=CC=C1)C1=CC=CC=C1